CN1N=CC(=C1C1=CC=2N(C=C1)N=C(C2)NC(=O)C2CC2)O[C@@H]2CN(CC2)C N-[5-[2-methyl-4-[(3S)-1-methylpyrrolidin-3-yl]oxy-pyrazol-3-yl]pyrazolo[1,5-a]pyridin-2-yl]cyclopropanecarboxamide